2-[1-(3,6-dimethyl-4-oxo-2-phenyl-benzopyran-8-yl)ethylamino]benzenesulfonamide CC1=C(OC2=C(C1=O)C=C(C=C2C(C)NC2=C(C=CC=C2)S(=O)(=O)N)C)C2=CC=CC=C2